1-(4-methylbenzenesulfonyl)-3-(8-(3-(4-(propan-2-yl)-4H-1,2,4-triazol-3-yl)propyl)-8-azabicyclo[3.2.1]oct-6-yl)-1H-indole CC1=CC=C(C=C1)S(=O)(=O)N1C=C(C2=CC=CC=C12)C1C2CCCC(C1)N2CCCC2=NN=CN2C(C)C